P(=O)(O)(O)OC[C@H](N)C(=O)O |r| O-Phospho-DL-Serine